C1(CCCCC1)C1=CC=C(C=C1)NC(=O)C1=C(C2=CC=CC=C2C(=C1)[N+](=O)[O-])SC1=NN=NN1C N-(4-cyclohexylphenyl)-1-[(1-methyl-1H-tetrazol-5-yl)sulfanyl]-4-nitronaphthalene-2-carboxamide